3-(2,4-Dioxotetrahydropyrimidin-1(2H)-yl)-4-methoxy-N-methyl-N-(5-oxopentyl)benzamide O=C1N(CCC(N1)=O)C=1C=C(C(=O)N(CCCCC=O)C)C=CC1OC